4-bromo-N-[(1s,4s)-4-{[6-chloro-2-(trifluoromethyl)quinolin-4-yl]amino}cyclohexyl]-1,3-thiazole-2-carboxamide BrC=1N=C(SC1)C(=O)NC1CCC(CC1)NC1=CC(=NC2=CC=C(C=C12)Cl)C(F)(F)F